4-(2-methoxyphenyl)-5-methyl-1H-pyrazol COC1=C(C=CC=C1)C=1C=NNC1C